C(C(C)C)C(COC)(COC)C1CCCC1 2-isobutyl-2-cyclopentyl-1,3-dimethoxypropane